tert-butyl N-[2-oxo-2-[[4-[3-(3-pyridyl)phenyl] thiazol-2-yl]amino]ethyl]carbamate O=C(CNC(OC(C)(C)C)=O)NC=1SC=C(N1)C1=CC(=CC=C1)C=1C=NC=CC1